C(C1=CC=CC=C1)N(C(OC(C)(C)C)=O)C1=NC(=C(C=C1)C1(OCCC1)C)COCC1=CC=CC=C1 tert-butyl benzyl(6-((benzyloxy)methyl)-5-(2-methyltetrahydrofuran-2-yl)pyridin-2-yl)carbamate